1-(Tert-butyl)-3-fluoro-N-(6-fluoro-5-methyl-4-(8-morpholinoimidazo[1,2-a]pyridin-6-yl)pyridin-2-yl)-1H-pyrazole-4-carboxamide C(C)(C)(C)N1N=C(C(=C1)C(=O)NC1=NC(=C(C(=C1)C=1C=C(C=2N(C1)C=CN2)N2CCOCC2)C)F)F